COCC(CCC(=O)O)P(=O)(O)O 5-methoxy-4-phosphonopentanoic acid